3-(methylsulfonylmethyl)azetidin-1-ium trifluoromethanesulfonate FC(S(=O)(=O)[O-])(F)F.CS(=O)(=O)CC1C[NH2+]C1